3-[4-(Dodecyloxy)phenyl]-1-[4-[(2,4-dihydroxy-alpha-methylbenzylidene)amino]phenyl]-2-propene-1-one C(CCCCCCCCCCC)OC1=CC=C(C=C1)C=CC(=O)C1=CC=C(C=C1)N=C(C1=C(C=C(C=C1)O)O)C